N1C2C(CC1)C(N(C2)C(=O)[O-])C(=O)[O-] hexahydropyrrolo[3,4-b]pyrrole-4,5(1H)-dicarboxylate